tert-butyl (2-amino-1-phenylpropyl)carbamate NC(C(C1=CC=CC=C1)NC(OC(C)(C)C)=O)C